C1(=CC=CC=C1)P(CCCCP(C1=CC=CC=C1)C1=CC=CC=C1)C1=CC=CC=C1 4-diphenylphosphinobutyl-(diphenyl)phosphane